C(C)(C)(C)OC(C(C(C(NC(C)(C)C1=CC=C(C=C1)C(F)(F)F)=O)C)P(=O)(OCC)OCC)=O.C1(C(CCCC1)CCC(=O)O)(CCC(=O)O)CCC(=O)O Cyclohexanetripropionic acid tert-butyl-2-(diethoxyphosphoryl)-3-methyl-4-oxo-4-((2-(4-(trifluoromethyl)phenyl)propan-2-yl)amino)butanoate